4-chloro-5-(cyclopropylmethyl)-2-(2-methyl-2H-indazol-5-yl)-2H,3H,5H-imidazo[4,5-c]pyridazin-3-one ClC1=C2C(=NN(C1=O)C1=CC3=CN(N=C3C=C1)C)N=CN2CC2CC2